C(C)(C)(C)OC(=O)N1C=CC2=C(C(=CC(=C12)C)OC)CN1C(CC2(CC(C2)(F)F)CC1)C1=CC=C(C=2C=NNC12)C(=O)OCC ethyl 7-(7-{[1-(tert-butoxycarbonyl)-5-methoxy-7-methylindol-4-yl]methyl}-2,2-difluoro-7-azaspiro[3.5]nonan-6-yl)-1H-indazole-4-carboxylate